FC(CC[C@@H]([C@H](CO)NC(OC(C)(C)C)=O)CCO)(F)F tert-Butyl N-[(1R,2R)-5,5,5-trifluoro-2-(2-hydroxyethyl)-1-(hydroxymethyl)pentyl]carbamate